tris(4-carbazole-9-yl-phenyl)amine C1=CC=CC=2C3=CC=CC=C3N(C12)C1=CC=C(C=C1)N(C1=CC=C(C=C1)N1C2=CC=CC=C2C=2C=CC=CC12)C1=CC=C(C=C1)N1C2=CC=CC=C2C=2C=CC=CC12